2-(5-amino-2-(furan-2-yl)-7H-pyrazolo[4,3-e][1,2,4]triazolo[1,5-c]pyrimidin-7-yl)-N-(2-fluorobenzyl)-2-phenylacetamide NC1=NC2=C(C=3N1N=C(N3)C=3OC=CC3)C=NN2C(C(=O)NCC2=C(C=CC=C2)F)C2=CC=CC=C2